FC=1C=CC=C2[C@@H](CCOC12)N (R)-8-fluorochroman-4-amine